7-(6-(isobutylcarbamoyl)-2-(methoxycarbonyl)pyridin-3-yl)-4H-thieno[3,2-c]chromene-8-carboxylic acid C(C(C)C)NC(=O)C1=CC=C(C(=N1)C(=O)OC)C=1C(=CC=2C3=C(COC2C1)C=CS3)C(=O)O